The molecule is a flavin adenine dinucleotide in which the substituent at position 10 of the flavin nucleus is a 5'-adenosyldiphosphoribityl group. It has a role as a human metabolite, an Escherichia coli metabolite, a mouse metabolite, a prosthetic group and a cofactor. It is a conjugate acid of a FAD(3-). CC1=CC2=C(C=C1C)N(C3=NC(=O)NC(=O)C3=N2)C[C@@H]([C@@H]([C@@H](COP(=O)(O)OP(=O)(O)OC[C@@H]4[C@H]([C@H]([C@@H](O4)N5C=NC6=C(N=CN=C65)N)O)O)O)O)O